4-hydroxy-2,6-dimethyl-benzaldehyde OC1=CC(=C(C=O)C(=C1)C)C